trans-N-[1-benzyl-4-(methoxymethyl)pyrrolidin-3-yl]-N-methylcarbamic acid tert-butyl ester C(C)(C)(C)OC(N(C)[C@@H]1CN(C[C@H]1COC)CC1=CC=CC=C1)=O